tert-butyl 6-(benzyloxy)-2,2-dimethylhexanoate C(C1=CC=CC=C1)OCCCCC(C(=O)OC(C)(C)C)(C)C